bis(2,4,4,6,6,8,8,10,10-nonaethylcyclopentasiloxanyl) sulfide C(C)[Si]1(O[Si](O[Si](O[Si](O[Si](O1)(CC)CC)(CC)CC)(CC)CC)(CC)CC)S[Si]1(O[Si](O[Si](O[Si](O[Si](O1)(CC)CC)(CC)CC)(CC)CC)(CC)CC)CC